1-cyclobutyl-5-hydroxy-1H-pyrazole-4-carboxylic acid ethyl ester C(C)OC(=O)C=1C=NN(C1O)C1CCC1